CN1C(C2OC2C=N1)=O 3-methyl-7-oxa-3,4-diazabicyclo[4.1.0]hept-4-en-2-one